Isononyl-phenoxyacetic acid C(CCCCCC(C)C)C(C(=O)O)OC1=CC=CC=C1